COC=1C=C(C=CC1OC)N1N=C(C=C(C1=O)C(=O)C1C(CCCC1=O)=O)C 2-[2-(3,4-dimethoxyphenyl)-6-methyl-3-oxo-pyridazine-4-carbonyl]Cyclohexane-1,3-dione